(S)-4-((5-(3-aminopyrrolidine-1-carbonyl)pyridin-2-yl)amino)-1-(2,6-dichlorophenyl)-1H-pyrazole-3-carboxamide N[C@@H]1CN(CC1)C(=O)C=1C=CC(=NC1)NC=1C(=NN(C1)C1=C(C=CC=C1Cl)Cl)C(=O)N